5-{2-[2-(5,7-Dimethylchinolin-8-sulfonamido)phenyl]ethynyl}pyridin CC1=C2C=CC=NC2=C(C(=C1)C)S(=O)(=O)NC1=C(C=CC=C1)C#CC=1C=CC=NC1